tert-butyl N-[[4-[[(5-amino-6H-thieno[3,2-b]azepine-7-carbonyl)-propyl-amino] methyl]-3-(trifluoromethyl)phenyl]methyl]carbamate NC=1CC(=CC2=C(N1)C=CS2)C(=O)N(CCC)CC2=C(C=C(C=C2)CNC(OC(C)(C)C)=O)C(F)(F)F